tetrapentyl-pyromellitic acid C(CCCC)OC(C=1C(C(=O)OCCCCC)=CC(=C(C1)C(=O)OCCCCC)C(=O)OCCCCC)=O